C1(CCC\C=C/CCCCCCCCCC1)=O (Z)-cyclohexadec-5-enone